4-(3-(4-methyl-1H-imidazol-1-yl)propyl)thiazole-2-amine CC=1N=CN(C1)CCCC=1N=C(SC1)N